FC=1C(=NC(=NC1)NC=1C=C(C=NC1)N1C(CCC1)=O)C=1CNCCC1 1-(5-((5-fluoro-4-(1,2,5,6-tetrahydropyridin-3-yl)pyrimidin-2-yl)amino)pyridin-3-yl)pyrrolidin-2-one